FC(C1=NC2=CC=CC=C2C(=C1)N[C@@H]1C[C@@H](CCC1)NC(=O)C1=NC2=CC=NC=C2C=C1)(F)F N-[(1R,3S)-3-{[2-(trifluoromethyl)quinolin-4-yl]amino}cyclohexyl]-1,6-naphthyridine-2-carboxamide